ClC(OC1=CC=C(C=C1)NC(C1=CN=C(C(=C1)C1=NNC=C1)N1CCN(CC1)C1CCN(CC1)CC=1N=NC(=CC1)N1C(NC(CC1)=O)=O)=O)(F)F N-(4-(chlorodifluoromethoxy)phenyl)-6-(4-(1-((6-(2,4-dioxotetrahydropyrimidin-1(2H)-yl)pyridazin-3-yl)methyl)piperidin-4-yl)piperazin-1-yl)-5-(1H-pyrazol-3-yl)nicotinamide